4-(1-(4-amino-3-methyl-1H-pyrazolo[3,4-d]pyrimidin-1-yl)ethyl)-6-chloro-2-(1-(2-hydroxypropyl)azetidin-3-yl)-3-methoxybenzonitrile NC1=C2C(=NC=N1)N(N=C2C)C(C)C2=C(C(=C(C#N)C(=C2)Cl)C2CN(C2)CC(C)O)OC